(R)-2-(4-(cyclopropanesulfonylamino)pyridin-2-yl)-N-(5-(6-ethoxypyrazin-2-yl)pyridin-2-yl)-2-fluorobutyramide C1(CC1)S(=O)(=O)NC1=CC(=NC=C1)[C@@](C(=O)NC1=NC=C(C=C1)C1=NC(=CN=C1)OCC)(CC)F